2,2,2-trifluoro-1-(1,2,4,5-tetrahydro-[1,4]oxazepino[4,5-a]indol-11-yl)ethan-1-one FC(C(=O)C1=C2N(C=3C=CC=CC13)CCOCC2)(F)F